tert-butyl (1-benzyl-6-((1,3-dioxoisoindolin-2-yl)methyl)-1,2,3,6-tetrahydropyridin-4-yl)carbamate C(C1=CC=CC=C1)N1CCC(=CC1CN1C(C2=CC=CC=C2C1=O)=O)NC(OC(C)(C)C)=O